3-(aminomethyl)phenylboronic acid hydrochloride salt Cl.NCC=1C=C(C=CC1)B(O)O